2-(7-methoxynaphthalene-1-yl)ethylamine COC1=CC=C2C=CC=C(C2=C1)CCN